N-(6-(4-(N,N-Dimethylsulfamoyl)phenyl)-5-iodo-4-oxo-4,7-dihydro-3H-pyrrolo[2,3-d]pyrimidin-2-yl)pivalamide CN(S(=O)(=O)C1=CC=C(C=C1)C1=C(C2=C(N=C(NC2=O)NC(C(C)(C)C)=O)N1)I)C